NC([C@H](C[C@H]1C(NCC1)=O)NC(=O)[C@@H]1C[Si](CN1C(=O)C=1NC2=CC(=CC(=C2C1)F)F)(C)C)=O (R)-N-((S)-1-amino-1-oxo-3-((S)-2-oxopyrrolidin-3-yl)propan-2-yl)-1-(4,6-difluoro-1H-indole-2-carbonyl)-3,3-dimethyl-1,3-azasilolidine-5-carboxamide